bromon-propane BrCCC